7-(imidazo[1,2-b]pyridazin-3-ylamino)-3-methoxy-N-(4-((4-methylpiperazin-1-yl)methyl)-3-(trifluoromethyl)phenyl)quinoline-2-carboxamide N=1C=C(N2N=CC=CC21)NC2=CC=C1C=C(C(=NC1=C2)C(=O)NC2=CC(=C(C=C2)CN2CCN(CC2)C)C(F)(F)F)OC